2-(1H-benzo[d]imidazol-4-yl)-7-methyl-2,7-diazaspiro[3.5]nonane N1C=NC2=C1C=CC=C2N2CC1(C2)CCN(CC1)C